Cl.ClC1=C(C(=CC=C1)Cl)C(C)N1N=CC(=C1)N 1-(1-(2,6-dichlorophenyl)ethyl)-1H-pyrazol-4-amine hydrochloride